C1(=CC=C(C=C1)N(C1=CC=C(C=C1)C=1C=CC=2N(C3=CC=CC=C3C2C1)C1=CC=CC=C1)C1=CC=2C(C3=CC=CC=C3C2C=C1)(C1=CC=CC=C1)C1=CC=CC=C1)C1=CC=CC=C1 biphenyl-4-yl(9,9-diphenyl-9H-fluoren-2-yl)-[4-(9-phenyl-9H-carbazol-3-yl)phenyl]-amine